Cl.Cl.NCC1=C(C=C(C(N)=N)C=C1)F 4-(aminomethyl)-3-fluorobenzimidamide dihydrochloride